C(CC)P(O)(=O)O 1-propanephosphonic acid